C(C=C)(=O)N1C[C@@H](N(C[C@H]1C)C1=NC(N2C3=C(C(=C(C=C13)C(F)(F)F)C1=C(C=C(C=C1)F)F)SC[C@@H]2COC)=O)C (3S,10R)-7-((2S,5R)-4-acryloyl-2,5-dimethylpiperazin-1-yl)-10-(2,4-difluorophenyl)-3-(methoxymethyl)-9-(trifluoromethyl)-2,3-dihydro-5H-[1,4]thiazino[2,3,4-ij]quinazolin-5-one